2-(5-(methoxycarbonyl)-6-methyl-2,3-dihydro-1H-pyrrolizin-7-yl)-2-oxoacetic acid COC(=O)C=1N2CCCC2=C(C1C)C(C(=O)O)=O